ClC1=C(C=CC=C1)C1(CC1)C1=NOC(=N1)CC(C(=O)OC(C)(C)C)P(=O)(OCC)OCC tert-butyl 3-(3-(1-(2-chlorophenyl)cyclopropyl)-1,2,4-oxadiazol-5-yl)-2-(diethoxyphosphoryl)propanoate